The molecule is an aminopyrimidine that is 2-ethylaminopyrimidin-4-one carrying butyl and methyl substituents at positions 5 and 6 respectively. A fungicide first marketed in 1970 and used as a seed treatment for diseaases such as damping-off, it is not licensed for use within the European Union. It has a role as an antifungal agrochemical. It is an aminopyrimidine, a pyrimidone, a secondary amino compound and a pyrimidine fungicide. CCCCC1=C(N=C(NC1=O)NCC)C